4-amino-5-(ethanesulfonyl)-N-{[(2S)-1-ethylpyrrolidin-2-yl]methyl}-2-methoxybenzamide NC1=CC(=C(C(=O)NC[C@H]2N(CCC2)CC)C=C1S(=O)(=O)CC)OC